2-amino-N-[5-hydroxymethyl-2-(3-methyl-2-nitro-3H-imidazol-4-yl-methoxy)-phenyl]-acetamide NCC(=O)NC1=C(C=CC(=C1)CO)OCC=1N(C(=NC1)[N+](=O)[O-])C